FC=1C=C(C=CC1F)C(C(=O)O)C 3,4-difluorophenylpropionic acid